C1(=CC(=CC=C1)/C/1=C/C(=O)OC1=O)C1=CC=CC=C1 3-biphenyl-maleic anhydride